NC=1N=C(SC1C(=O)C1=CC(=NO1)CN1CCCCC1)N(C1=CC=C(C=C1)F)C(C(=O)N)C (N-[4-amino-5-[3-(1-piperidylmethyl)isoxazole-5-carbonyl]thiazol-2-yl]-4-fluoro-anilino)propanamide